tert-butyl (R)-4-(4-((1-(3-(difluoromethyl)-2-fluorophenyl)ethyl)amino)-2-hydroxy-7-methoxypyrido[2,3-d]pyrimidin-6-yl)piperazine-1-carboxylate FC(C=1C(=C(C=CC1)[C@@H](C)NC=1C2=C(N=C(N1)O)N=C(C(=C2)N2CCN(CC2)C(=O)OC(C)(C)C)OC)F)F